silver sulphate salt S(=O)(=O)([O-])[O-].[Ag+].[Ag+]